3-(2-(((3R,4R)-1-(cyclopropylsulfonyl)-3-hydroxypiperidin-4-yl)amino)-5-fluoropyrrolo[2,1-f][1,2,4]triazin-7-yl)benzonitrile C1(CC1)S(=O)(=O)N1C[C@H]([C@@H](CC1)NC1=NN2C(C=N1)=C(C=C2C=2C=C(C#N)C=CC2)F)O